(methyl)acrylic acid sodium (ammonium) salt [NH4+].[Na].CC(C(=O)[O-])=C